(S)-4-(cyclopropylethynyl)-4-(1,1-difluoroethyl)-6-fluoro-7-((4-methyl-5-oxo-4,5-dihydro-1H-1,2,4-triazol-1-yl)methyl)-3,4-dihydroquinazolin-2(1H)-one C1(CC1)C#C[C@@]1(NC(NC2=CC(=C(C=C12)F)CN1N=CN(C1=O)C)=O)C(C)(F)F